Cl.C1(NC(C2=CC=CC=C12)=O)=O isoindole-1,3-dione hydrochloride